CC(CC=1C=C(C=CC1)C(C)(C)NC(OC1CN2CCC1CC2)=O)C 1-azabicyclo[2.2.2]oct-3-yl {2-[3-(2-methylpropyl)phenyl]propan-2-yl}carbamate